5-tert-butyl-2,3-dimethyl-benzene C(C)(C)(C)C=1C=C(C(=CC1)C)C